methyl (1S,2S)-2-(3-chloro-2'-(3-(dimethylcarbamoyl)-2-fluorophenyl)-5',6-dimethyl-2-oxo-2H-[1,4'-bipyridin]-4-yl)cyclopropane-1-carboxylate ClC=1C(N(C(=CC1[C@@H]1[C@H](C1)C(=O)OC)C)C1=CC(=NC=C1C)C1=C(C(=CC=C1)C(N(C)C)=O)F)=O